C[SH-]C(OCC1CCC(CC1)O[Si](C)(C)C(C)(C)C)=S O-(((1r,4r)-4-((tert-butyldimethylsilyl) oxy) cyclohexyl) methyl) S-methyldithiocarbonate